8-(4-chloro-2-fluorophenyl)-2,3-dimethyl-6-(6-(1-methyl-1H-pyrazol-4-yl)-5-oxa-8-azaspiro[3.5]nonan-8-yl)pyrimido[5,4-d]pyrimidin-4(3H)-one ClC1=CC(=C(C=C1)C1=NC(=NC2=C1N=C(N(C2=O)C)C)N2CC(OC1(CCC1)C2)C=2C=NN(C2)C)F